4-(4-chloro-3-fluorophenyl)piperidin-2-one ClC1=C(C=C(C=C1)C1CC(NCC1)=O)F